ClC1=C(C=C2C=C(C=NC2=C1C(=O)O)C)C(=O)O 7-chloro-3-methylquinoline-6,8-dicarboxylic acid